C1[C@@H](C12CC2)C(=O)NC=2SC1=C(C2C(=O)N)CCCC1 2-[[(2S)-spiro[2.2]pentane-2-carbonyl]amino]-4,5,6,7-tetrahydrobenzothiophene-3-carboxamide